C(C)(C)(C)OOC(C)(CC)OOC(C)(C)C 2,2-Di(tert.butylperoxy)butane